CN1N=C(C=C1C)NC1=NC=C(C=N1)OC 2-((1,5-dimethyl-1H-pyrazol-3-yl)amino)-5-methoxypyrimidin